1-(7-(2-(1-cyanocyclopropyl)pyridin-3-yl)quinazolin-4-yl)-3-(2-ethynylthiazol-4-yl)urea C(#N)C1(CC1)C1=NC=CC=C1C1=CC=C2C(=NC=NC2=C1)NC(=O)NC=1N=C(SC1)C#C